C(C)(C)(C)OC(C1=CC=CC=C1)=O.FC(C1=C(OC2=CC=C(C=C2)OC2=C(C=C(C=C2)N)C(F)(F)F)C=CC(=C1)N)(F)F 1,4-bis(2-trifluoromethyl-4-aminophenoxy)benzene Tert-butyl-benzoate